tert-Butyl (4S)-2,2-dimethyl-4-[(1S)-3-methyl-1-(3-oxopropoxy)butyl]oxazolidine-3-carboxylate CC1(OC[C@H](N1C(=O)OC(C)(C)C)[C@H](CC(C)C)OCCC=O)C